C[C@@H]1C[C@@H](CN(C1)C1=CC(=NC=C1[N+](=O)[O-])C(F)(F)F)NC(OC(C)(C)C)=O tert-Butyl ((3S,5R)-5-methyl-1-(5-nitro-2-(trifluoromethyl)pyridin-4-yl)piperidin-3-yl)carbamate